1-(3-bromophenyl)-4-(tert-butyl)-1,4-diazepane BrC=1C=C(C=CC1)N1CCN(CCC1)C(C)(C)C